CC1(NC[C@H](C1)C)C (S)-2,2,4-Trimethyl-pyrrolidin